ClC=1C=NNC1C1(CC1)C(=O)NC(C(=O)O)CCN(CCCCC1=NC=2NCCCC2C=C1)CCOC1=CC=CC=C1 2-[[1-(4-chloro-1H-pyrazol-5-yl)cyclopropanecarbonyl]amino]-4-[2-phenoxyethyl-[4-(5,6,7,8-tetrahydro-1,8-naphthyridin-2-yl)butyl]amino]butanoic acid